(2-fluoro-4-(piperazin-1-yl)phenyl)-6-methoxy-2-methyl-2H-indazole-5-carboxamide HCl salt Cl.FC1=C(C=CC(=C1)N1CCNCC1)C=1N(N=C2C=C(C(=CC12)C(=O)N)OC)C